(S)-2-(tert-butoxy)-2-(7-(4-chlorophenyl)-2-(3-(4-(2-methoxyethyl)piperazin-1-yl)-1-methyl-1H-indazol-5-yl)-5-methylbenzo[d]thiazol-6-yl)acetic acid C(C)(C)(C)O[C@H](C(=O)O)C1=C(C2=C(N=C(S2)C=2C=C3C(=NN(C3=CC2)C)N2CCN(CC2)CCOC)C=C1C)C1=CC=C(C=C1)Cl